ClC=1C=C2C(=NC(=NC2=C(C1C1=C(C=CC2=C1N=C(O2)N)C)F)OC[C@H]2N(CCC2)C)N2CCNCC(C2)(F)F 4-(6-chloro-4-(6,6-difluoro-1,4-diazepan-1-yl)-8-fluoro-2-(((S)-1-methylpyrrolidin-2-yl)methoxy)quinazolin-7-yl)-5-methylbenzo[d]oxazol-2-amine